CC=1SC=C(C1N)C 2,4-Dimethylthiophene-3-amine